CS(=O)(=O)N1C(CC(C1)C1=CC=CC=C1)CS(=O)(=O)C1=CC=C(C(=O)OC)C=C1 Methyl 4-(((1-(methylsulfonyl)-4-phenylpyrrolidin-2-yl)methyl)sulfonyl)benzoate